ClC=1C=C(C=C(C1OC[C@H](CCl)O)Cl)S(=O)(=O)C1=CC=C(OC[C@@H](CO)O)C=C1 (R)-3-(4-((3,5-dichloro-4-((R)-3-chloro-2-hydroxypropoxy)phenyl)sulfonyl)phenoxy)propane-1,2-diol